5-(4-(4-(4-formylpiperidin-1-yl)phenyl)piperidin-1-yl)-3-(trifluoromethyl)pyridine C(=O)C1CCN(CC1)C1=CC=C(C=C1)C1CCN(CC1)C=1C=C(C=NC1)C(F)(F)F